(R)-3-((5R,8R,9S,10S,13R,14S,17R)-10,13-dimethyl-3-oxohexadecahydro-1H-cyclopenta[a]phenanthren-17-yl)butanoic acid C[C@]12[C@H]3CC[C@@]4([C@H](CC[C@H]4[C@@H]3CC[C@@H]2CC(CC1)=O)[C@@H](CC(=O)O)C)C